CC1(CC=C(CC1)C)CCC=O 3-(1,4-dimethyl-3-cyclohexen-1-yl)propionaldehyde